1-((S)-3-(benzothien-3-yl)-2-(dimethylamino)propyl)-3-((R)-1-phenylethyl)urea S1C=C(C2=C1C=CC=C2)C[C@@H](CNC(=O)N[C@H](C)C2=CC=CC=C2)N(C)C